N-((6-fluoropyridin-2-yl)methyl)-4-methoxy-7-(1-methyl-6-oxo-1,6-dihydropyridin-3-yl)-N-(3-(methylamino)-3-oxopropyl)benzo[b]thiophene-2-carboxamide FC1=CC=CC(=N1)CN(C(=O)C1=CC2=C(S1)C(=CC=C2OC)C2=CN(C(C=C2)=O)C)CCC(=O)NC